(S,E)-3-(4-methoxyphenyl)-N-(1-hydroxy-4-methylpentan-2-yl)acrylamide COC1=CC=C(C=C1)/C=C/C(=O)N[C@H](CO)CC(C)C